(2S,4S)-N-(5-tert-butyl-4-methyl-thiazol-2-yl)-1-methyl-4-[[7-(5-methyl-1,2,4-oxadiazol-3-yl)-1-isoquinolyl]amino]pyrrolidine-2-carboxamide C(C)(C)(C)C1=C(N=C(S1)NC(=O)[C@H]1N(C[C@H](C1)NC1=NC=CC2=CC=C(C=C12)C1=NOC(=N1)C)C)C